BrC1=NC(=C(C=2N=C(N=C(C21)N2[C@@H]([C@@H]1CC[C@H](C2)N1C(=O)OCCCC)[C@H](CC)O[Si](CC)(CC)CC)SCC)F)Cl butyl (1S,2S,5R)-3-(5-bromo-7-chloro-2-(ethylthio)-8-fluoropyrido[4,3-d]pyrimidin-4-yl)-2-((S)-1-((triethylsilyl)oxy)propyl)-3,8-diazabicyclo[3.2.1]octane-8-carboxylate